tetradecanoic acid (2E,6Z)-non-2,6-dien-1-yl ester C(\C=C\CC\C=C/CC)OC(CCCCCCCCCCCCC)=O